N1N=C(C=C1)CC(=O)N1CC2=CC(=CC=C2CC1)OC1=CC=C(C=C1)C(F)(F)F 2-(1H-pyrazol-3-yl)-1-(7-(4-(trifluoromethyl)-phenoxy)-3,4-dihydroisoquinolin-2(1H)-yl)ethan-1-one